The molecule is a 1,2-diacyl-sn-glycerol 3-phosphate in which the phosphatidyl acyl groups at postions 1 and 2 are specified as heptadecanoyl and palmitoyl respectively. It derives from a heptadecanoic acid and a hexadecanoic acid. It is a conjugate acid of a 1-heptadecanoyl-2-palmitoyl-sn-glycero-3-phosphate(2-). CCCCCCCCCCCCCCCCC(=O)OC[C@H](COP(=O)(O)O)OC(=O)CCCCCCCCCCCCCCC